C(C)(C)OC1=C(C=CC=C1)[C@@H]1NCCNC1 (2S)-2-(2-isopropoxyphenyl)piperazine